5,10,15,20-tetrakis(3-chlorophenyl)porphyrin cobalt (II) [Co+2].ClC=1C=C(C=CC1)C=1C2=CC=C(N2)C(=C2C=CC(C(=C3C=CC(=C(C=4C=CC1N4)C4=CC(=CC=C4)Cl)N3)C3=CC(=CC=C3)Cl)=N2)C2=CC(=CC=C2)Cl